CN(C1CC2=CC=CC=C2C12CCNCC2)C 2-(dimethylamino)-2,3-dihydrospiro[indene-1,4'-piperidin]